C(C)(C)(C)OC(=O)N1CCC2(CCCN2CC=2C(=NC(=CC2)C(F)(F)F)CC(=O)O)CC1 2-(3-((8-(tert-butoxycarbonyl)-1,8-diazaspiro[4.5]dec-1-yl)methyl)-6-(trifluoromethyl)pyridin-2-yl)acetic acid